OC([C@@H]1N([C@H]2CN(C[C@@H]1C2)C(=O)OCC[Si](C)(C)C)C(=O)OC(C)(C)C)([2H])[2H] 6-(tert-Butyl) 3-(2-(trimethylsilyl)ethyl) (1S,5R,7R)-7-(hydroxymethyl-d2)-3,6-diazabicyclo[3.2.1]octane-3,6-dicarboxylate